NC1=C(C=C(C=C1)OCC(F)F)P(C)(C)=O (2-amino-5-(2,2-difluoroethoxy)phenyl)dimethylphosphine oxide